CSC1=C(N(C2=CC=CC=C12)S(=O)(=O)C1=CC=C(C)C=C1)C=1SC=CC1 3-(methylthio)-2-(thiophen-2-yl)-1-tosyl-1H-indole